C(C)(=O)[Ni](C(C)=O)C(C)=O triacetyl-nickel